P(=O)(O[Si](C(CC(F)(F)F)CC(F)(F)F)(C)C)([O-])[O-] bis(trifluoroethyl)(trimethylsilyl) phosphate